C(C)(C)C1(CC(C1)(OC)OC)C(=O)OC methyl 1-isopropyl-3,3-dimethoxycyclobutane-1-carboxylate